N-{[5-(methanesulfonyl)pyridin-2-yl]methyl}-6-methyl-5-(1-methyl-1H-pyrazol-5-yl)-2-oxo-1-[3-(trifluoromethyl)phenyl]-1,2-dihydropyridine-3-carboxamide CS(=O)(=O)C=1C=CC(=NC1)CNC(=O)C=1C(N(C(=C(C1)C1=CC=NN1C)C)C1=CC(=CC=C1)C(F)(F)F)=O